COC(CCCCCO[N+](=O)[O-])=O methyl-6-(nitrooxy)hexanoat